7-fluoro-4-propyl-1-thioxo-2,4-dihydro[1,2,4]triazolo[4,3-a]quinazolin-5(1H)-one FC=1C=C2C(N(C=3N(C2=CC1)C(NN3)=S)CCC)=O